C(C)(=O)OCCC=1N=CN2C1C=C(C=C2)C=2SC=CC2 2-(7-(thiophene-2-yl)imidazolo[1,5-a]pyridin-1-yl)ethyl acetate